ClC=1C2=C(C(=NC1)C1=CC=C(C(=O)N[C@@H]3CC[C@@H](CC3)O)C=C1)C=CN2 4-(7-chloro-1H-pyrrolo[3,2-c]pyridin-4-yl)-N-(cis-4-hydroxycyclohexyl)benzamide